OC(CN(CCCCC(=O)OCCN1CCN(CC1)CCSSCCCN(CC(CCCCCC\C=C/C\C=C/CCCCC)O)CC(CCCCCC\C=C/C\C=C/CCCCC)O)CC(CCCCCCCCCC)O)CCCCCCCCCC 2-(4-(2-((3-(Bis((9Z,12Z)-2-hydroxyoctadeca-9,12-dien-1-yl)amino)propyl)disulfaneyl)ethyl)piperazin-1-yl)ethyl 5-(bis(2-hydroxydodecyl)amino)pentanoate